2-[(2-tert-butyl-6-methoxypyridin-3-yl)oxy]acetic acid C(C)(C)(C)C1=NC(=CC=C1OCC(=O)O)OC